(1R,3S)-3-(3-(2-(2-formyl-3-hydroxy-5-(methoxymethyl)phenoxy) acetamido)-1H-pyrazol-5-yl)cyclopentyl isopropylcarbamate C(C)(C)NC(O[C@H]1C[C@H](CC1)C1=CC(=NN1)NC(COC1=C(C(=CC(=C1)COC)O)C=O)=O)=O